FC(C1=NN=C(O1)C=1C=CC(=NC1)CN1C(N(C2=CC(=CC=C2C1=O)C=1CCN(CC1)C(C)C)C)=O)F 3-((5-(5-(difluoromethyl)-1,3,4-oxadiazole-2-yl)pyridine-2-yl)methyl)-7-(1-isopropyl-1,2,3,6-tetrahydropyridine-4-yl)-1-methylquinazoline-2,4(1H,3H)-dione